2-Ethylfuran C(C)C=1OC=CC1